((2,5-diethyl-1H-pyrrole-1-yl)methyl)-9-ethyl-2-methyl-1,2,3,9-tetrahydro-4H-carbazol-4-one C(C)C=1N(C(=CC1)CC)CC1C(CC(C=2C3=CC=CC=C3N(C12)CC)=O)C